n-methyl-2-(6-((5-methyl-1H-pyrazol-3-yl)amino)-2-(pyridin-3-yl)pyrimidin-4-yl)-2-azaspiro[4.5]decane-7-carboxamide CNC(=O)C1CC2(CCN(C2)C2=NC(=NC(=C2)NC2=NNC(=C2)C)C=2C=NC=CC2)CCC1